trans-6-(6-chloro-4-(6-(2,2,2-trifluoro-1-hydroxyethyl)morpholin-2-yl)pyridin-2-yl)N-methylpyrimidine-4-carboxamide ClC1=CC(=CC(=N1)C1=CC(=NC=N1)C(=O)NC)[C@@H]1CNC[C@H](O1)C(C(F)(F)F)O